ClC1=NC=CC(=C1)C=1C=C(C=CC1C)NC(=O)C=1N=NC(=CC1)C(F)(F)F N-(3-(2-chloropyridin-4-yl)-4-methylphenyl)-6-(trifluoromethyl)pyridazine-3-carboxamide